(R)-N-(5-(5-ethyl-1,2,4-oxadiazol-3-yl)-7-hydroxy-2,3-dihydro-1H-inden-1-yl)-1-methyl-1H-pyrazole-4-carboxamide C(C)C1=NC(=NO1)C=1C=C2CC[C@H](C2=C(C1)O)NC(=O)C=1C=NN(C1)C